N-(9-ethyl-3-oxa-9-azabicyclo[3.3.1]nonan-7-yl)-2,3-dihydro-1H-pyrrolo[1,2-a]indole-9-carboxamide C(C)N1C2COCC1CC(C2)NC(=O)C2=C1N(C=3C=CC=CC23)CCC1